2-(5-bromo-6-methyl-2,3-dihydro-1,4-benzodioxin-7-yl)-N4,6-dimethyl-pyrimidine-2,4-diamine BrC1=C(C(=CC=2OCCOC21)C2(NC(=CC(=N2)NC)C)N)C